1-(t-butyl) 2,4-dimethyl (2S,4R)-4-(2-oxo-2-phenylethyl)pyrrolidine-1,2,4-tricarboxylate O=C(C[C@@]1(C[C@H](N(C1)C(=O)OC(C)(C)C)C(=O)OC)C(=O)OC)C1=CC=CC=C1